5-(4-(((1-methylpiperidin-4-yl)amino)methyl)phenyl)-1,3,4-oxadiazol-2-amine CN1CCC(CC1)NCC1=CC=C(C=C1)C1=NN=C(O1)N